2,6-dichlorobenzoic acid ClC1=C(C(=O)O)C(=CC=C1)Cl